acrylate (dicyclopentanyl acrylate) C1(CCCC1)C(=CC(=O)O)C1CCCC1.C(C=C)(=O)O